N-cyclopropyl-2-(difluoromethoxy)-4-[7-(2-hydroxy-1,1-dimethyl-ethyl)imidazo[1,2-a]pyridin-3-yl]-6-methoxy-benzamide C1(CC1)NC(C1=C(C=C(C=C1OC)C1=CN=C2N1C=CC(=C2)C(CO)(C)C)OC(F)F)=O